ClC1=CN(C=2N=C(N=CC21)NC=2C(=NN(C2)C(C)C)Cl)CC 5-chloro-N-(3-chloro-1-isopropyl-1H-pyrazol-4-yl)-7-ethyl-7H-pyrrolo[2,3-d]pyrimidin-2-amine